2-methyl-N-(3-(trimethylsilyl)prop-2-yn-1-ylidene)propane-2-sulfinamide CC(C)(C)S(=O)N=CC#C[Si](C)(C)C